(3R)-3-(4-chlorophenyl)-2-[(5-chloropyridin-2-yl)methyl]-4-fluoro-6-(2-hydroxypropan-2-yl)-3-[(1-methoxycyclopropyl)methoxy]-2,3-dihydro-1H-isoindol-1-one ClC1=CC=C(C=C1)[C@@]1(N(C(C2=CC(=CC(=C12)F)C(C)(C)O)=O)CC1=NC=C(C=C1)Cl)OCC1(CC1)OC